2-Cyanoimino-4-hydroxy-6-methylpyrimidin C(#N)N=C1NC(=CC(=N1)O)C